C(C)(C)(C)OC(=O)N1CCN(CC1)C1=NC=2CCCCC2C(=N1)C=1C=NC2=CC=CC=C2C1 4-(4-(quinolin-3-yl)-5,6,7,8-tetrahydroquinazolin-2-yl)piperazine-1-carboxylic acid tert-butyl ester